C(C1=CC=CC=C1)C1=CC=C(C=C1)N=NC1(C(N2C(SC1)=NC1=C2C=CC=C1)=O)C 3-((4-Benzylphenyl)diazenyl)-3-methyl-2,3-dihydro-4H-benzo[4,5]imidazo[2,1-b][1,3]thiazin-4-one